C[C@@H]1CC[C@@]2([C@H]([C@H]3[C@@H](O2)C[C@@H]4[C@@]3(CC[C@H]5[C@H]4CC=C6[C@@]5(CC[C@@H](C6)O)C)C)C)NC1 (3β,22α,25R)-Spirosol-5-en-3-ol